ClC1=CC(=C(C=C1)C(C(=O)C1=CNC2=CC=C(C=C12)S(F)(F)(F)(F)F)NC1=CC(=CC(=C1)OC)OCCO)OC 2-(4-chloro-2-methoxyphenyl)-2-((3-(2-hydroxyethoxy)-5-methoxyphenyl)amino)-1-(5-(pentafluoro-λ6-sulfanyl)-1H-indol-3-yl)ethanone